1,3,5-tris(anilino)benzene, disodium salt [Na].[Na].N(C1=CC=CC=C1)C1=CC(=CC(=C1)NC1=CC=CC=C1)NC1=CC=CC=C1